C(C1=CC=CC=C1)O[C@@H]1[C@@H](CO[C@@H]([C@@H]1OCC1=CC=CC=C1)COCC1=CC=CC=C1)CNC1=NC(=NS1)Cl N-(((3R,4R,5R,6R)-4,5-bis(benzyloxy)-6-((benzyloxy)methyl)tetrahydro-2H-pyran-3-yl)methyl)-3-chloro-1,2,4-thiadiazol-5-amine